ClC1=C2NC(C(NC2=C(C=C1F)C)=O)(C)C 5-chloro-6-fluoro-3,3,8-trimethyl-3,4-dihydro-1H-quinoxalin-2-one